OC1=CC=C(C(=O)OC(C)(C)C)C=C1 tert.Butyl p-hydroxybenzoate